CC(=CC)CCC=C(C)C 3,7-dimethylocta-2,6-diene